N-(2-((2-(dimethylamino)ethyl)(methyl)amino)-4-ethoxy-5-((4-(3,3,5,6-tetramethyl-2,3-dihydro-1H-pyrrolo[3,2-b]pyridin-1-yl)pyrimidin-2-yl)amino)phenyl)acrylamide CN(CCN(C1=C(C=C(C(=C1)OCC)NC1=NC=CC(=N1)N1CC(C2=NC(=C(C=C21)C)C)(C)C)NC(C=C)=O)C)C